2-nitro-6-(3,3,3-trifluoro-2-(trifluoromethyl)propyl)aniline [N+](=O)([O-])C1=C(N)C(=CC=C1)CC(C(F)(F)F)C(F)(F)F